ClC1=NC=C(C(=N1)C1=CC=C2CN(C(C2=C1)=O)C(C(=O)[O-])C)Cl 2-[6-(2,5-dichloropyrimidin-4-yl)-1-oxo-2,3-dihydro-1H-isoindol-2-yl]Propionate